(2S)-N-{(1S)-1-cyano-2-[4'-(trifluoromethyl)biphenyl-4-yl]ethyl}-1,4-oxazepan-2-carboxamide C(#N)[C@H](CC1=CC=C(C=C1)C1=CC=C(C=C1)C(F)(F)F)NC(=O)[C@H]1OCCCNC1